C(C)N(CC(=O)N1CC(OCC1)C=1C=C2C(=C(NC2=CC1)C=1C=C(C=2N(C1)N=CN2)OC)C(C)C)CC 2-(diethylamino)-1-(2-(3-isopropyl-2-(8-methoxy-[1,2,4]triazolo[1,5-a]pyridin-6-yl)-1H-indol-5-yl)morpholino)ethan-1-one